OCCN(CCCCCCCC(=O)OC(CCCCCCCC)CCCCCCCC)CCCCCOC(=O)OCCCCCCCCCC#C heptadecan-9-yl 8-((2-hydroxyethyl)(5-(((undec-10-yn-1-yloxy)carbonyl)oxy)pentyl)amino)octanoate